C1NCC12COC(OC2)CCN(C=2C=CC(=NC2)C#N)CC2CCOCC2 5-((2-(6,8-dioxa-2-azaspiro[3.5]nonan-7-yl)ethyl)((tetrahydro-2H-pyran-4-yl)methyl)amino)picolinonitrile